3-bromo-N-[(4S,5S)-7-ethyl-4-(4-fluorophenyl)-3-methyl-6-oxo-1-phenyl-1H,4H,5H,6H,7H-pyrazolo[3,4-b]pyridin-5-yl]benzamide BrC=1C=C(C(=O)N[C@H]2[C@H](C3=C(N(C2=O)CC)N(N=C3C)C3=CC=CC=C3)C3=CC=C(C=C3)F)C=CC1